F[C@@H]1C[C@H](N(C1)C(CCN1N=CN=C1)=O)C(=O)N[C@H](C1=CC=C(C=C1)C(C)C)C1=CC=CC=C1 (2S,4R)-4-fluoro-N-[(S)-phenyl[4-(propan-2-yl)phenyl]methyl]-1-[3-(1H-1,2,4-triazol-1-yl)propanoyl]pyrrolidine-2-carboxamide